ClC=1C=CC=2N(N1)C=NC(C2C2=C(C=CC=C2)C)=O 2-chloro-5-(o-methylphenyl)-6H-pyrimido[1,6-b]pyridazin-6-one